2-methylprop-2-en-1-one CC(C=O)=C